bis(1,5-cyclooctadiene) iridium (I) tetrakis(3,5-bis(trifluoromethyl)phenyl)borate FC(C=1C=C(C=C(C1)C(F)(F)F)[B-](C1=CC(=CC(=C1)C(F)(F)F)C(F)(F)F)(C1=CC(=CC(=C1)C(F)(F)F)C(F)(F)F)C1=CC(=CC(=C1)C(F)(F)F)C(F)(F)F)(F)F.[Ir+].C1=CCCC=CCC1.C1=CCCC=CCC1